6-fluoro-2-[5-(4-fluorophenyl)-1-phenyl-1h-pyrazol-3-yl]quinoline FC=1C=C2C=CC(=NC2=CC1)C1=NN(C(=C1)C1=CC=C(C=C1)F)C1=CC=CC=C1